(1aS,5aS)-2-(2,4-Difluoro-phenyl)-1a,2,5,5a-tetrahydro-1H-2,3-diaza-cyclopropa[a]pentalene-4-carboxylic acid ((S)-2-hydroxy-1-pyridin-4-yl-ethyl)-amide OC[C@H](C1=CC=NC=C1)NC(=O)C=1C=2C[C@H]3[C@@H](C2N(N1)C1=C(C=C(C=C1)F)F)C3